CC(C)(C)S(=O)N[C@@H]1CCCC12CCNCC2 2-methyl-N-((R)-8-azaspiro[4.5]Dec-1-yl)propane-2-sulfinamide